(R)-N-(2-(4-cyanothiazolidin-3-yl)-2-oxoethyl)-6-(3-(trifluoromethoxy)azetidin-1-yl)quinoline-4-carboxamide C(#N)[C@H]1N(CSC1)C(CNC(=O)C1=CC=NC2=CC=C(C=C12)N1CC(C1)OC(F)(F)F)=O